tert-butyl 4-[2-methyl-4-({(1R)-1-[2-methyl-3-(trifluoromethyl)phenyl]ethyl}amino)pyrido[2,3-d]pyrimidin-6-yl]-3-oxopiperazine-1-carboxylate CC=1N=C(C2=C(N1)N=CC(=C2)N2C(CN(CC2)C(=O)OC(C)(C)C)=O)N[C@H](C)C2=C(C(=CC=C2)C(F)(F)F)C